O=C1NC(CCC1N1C(C2=CC=CC(=C2C1=O)NCCCCCCNC(=O)C12CC3CC(CC(C1)C3)C2)=O)=O N-(6-((2-(2,6-dioxopiperidin-3-yl)-1,3-dioxoisoindolin-4-yl)amino)hexyl)adamantane-1-carboxamide